(R)-2-methyl-3-(1-((4-methyl-7-(5-methyl-2,5-diazaspiro[3.4]octan-2-yl)phthalazin-1-yl)amino)ethyl)benzonitrile CC1=C(C#N)C=CC=C1[C@@H](C)NC1=NN=C(C2=CC=C(C=C12)N1CC2(C1)N(CCC2)C)C